BrC=1C=C(C(=O)C2=NC=CC=C2)C=CC1 2-(3-bromobenzoyl)pyridine